6-bromo-4-((5-fluoropyridin-2-yl)(tetrahydro-2H-pyran-4-yl)methyl)-4H-thieno[2',3':4,5]pyrrolo[3,2-b]pyridine-2-carboxylic acid ethyl ester C(C)OC(=O)C1=CC2=C(C3=NC=C(C=C3N2C(C2CCOCC2)C2=NC=C(C=C2)F)Br)S1